The molecule is a glycosylgalactose consisting of beta-D-glucopyranose and D-galactopyranose residues joined in sequence by a (1->4) glycosidic bond. It derives from a beta-D-glucose and a beta-D-galactose. C([C@@H]1[C@H]([C@@H]([C@H]([C@@H](O1)O[C@H]2[C@H](OC([C@@H]([C@H]2O)O)O)CO)O)O)O)O